2-{(1R,5S)-3'-[(5-cyclopropyl-3-(2,6-dichlorophenyl)isoxazol-4-yl)methoxy]-3-azaspiro[bicyclo[3.2.1]octane-8,1'-cyclobutane]-3-yl}-4-fluorobenzo[d]thiazole-6-carboxylic acid C1(CC1)C1=C(C(=NO1)C1=C(C=CC=C1Cl)Cl)COC1CC2(C1)[C@@H]1CN(C[C@H]2CC1)C=1SC2=C(N1)C(=CC(=C2)C(=O)O)F